N-[3-[6-(3-cyano-5-methyl-pyrazol-1-yl)-5-(1-hydroxyethyl)-2-pyridyl]benzimidazol-5-yl]cyclopropanecarboxamide C(#N)C1=NN(C(=C1)C)C1=C(C=CC(=N1)N1C=NC2=C1C=C(C=C2)NC(=O)C2CC2)C(C)O